ClC1=C(C(=CC=C1)C)NC(=O)C1=CN=C(S1)NC1=NC(=NC(=C1)NCCO)C N-(2-chloro-6-methylphenyl)-2-((6-((2-hydroxyethyl)amino)-2-methylpyrimidin-4-yl)amino)thiazole-5-carboxamide